BrC=1C=C(C=CC1)C(C)C m-bromocumene